4-(4-cyano-2-methoxyphenyl)-5-ethoxy-N-(2,4-dimethoxybenzyl)-2,8-dimethyl-1,4-dihydro-1,6-naphthyridine-3-carboxamide C(#N)C1=CC(=C(C=C1)C1C(=C(NC2=C(C=NC(=C12)OCC)C)C)C(=O)NCC1=C(C=C(C=C1)OC)OC)OC